7-(bromomethyl)-3-ethyl-1,5-naphthyridin-2(1H)-one BrCC1=CN=C2C=C(C(NC2=C1)=O)CC